4-[3-(cyclopropylmethoxy)-5-methylsulfonylphenyl]-6-methylfuro[2,3-c]pyridin-7-one C1(CC1)COC=1C=C(C=C(C1)S(=O)(=O)C)C=1C2=C(C(N(C1)C)=O)OC=C2